1-(pyridin-2-yl)-1H-pyrazol-3-ol N1=C(C=CC=C1)N1N=C(C=C1)O